2,4,6-tri-tert-butylphenyl carbamate (2,4,6-tri-t-butylphenyl carbamate) C(C)(C)(C)C1=C(C(=CC(=C1)C(C)(C)C)C(C)(C)C)NC(O)=O.C(N)(OC1=C(C=C(C=C1C(C)(C)C)C(C)(C)C)C(C)(C)C)=O